The molecule is an organic anion obtained by selective deprotonation of the 3- and 5-hydroxy groups of pelargonidin; major species at pH 7.3. It is a conjugate base of a pelargonidin. C1=CC(=CC=C1C2=C(C=C3C(=CC(=O)C=C3O2)[O-])O)O